4-(2-bromoethyl)piperidine hydrobromide Br.BrCCC1CCNCC1